C(C)OC(NC1=NC2=C(N1)C=CC(=C2)C2=C(C=CC(=C2)CC2=NNC(C1=CC=C(C=C21)OC(F)(F)F)=O)F)=O (5-(2-fluoro-5-((4-oxo-7-(trifluoromethoxy)-3,4-dihydrophthalazin-1-yl)methyl)phenyl)-1H-benzimidazol-2-yl)carbamic acid ethyl ester